cis-isobutyl crotonate C(\C=C/C)(=O)OCC(C)C